(+/-)-trans-tert-butyl trans-4-hydroxy-3-methylpiperidine-1-carboxylate O[C@H]1[C@@H](CN(CC1)C(=O)OC(C)(C)C)C |r|